4-methoxymethyl-pyridine tert-butyl-2-amino-3-cyano-5-methyl-spiro[6H-thieno[2,3-c]pyrrole-4,3'-azetidine]-1'-carboxylate C(C)(C)(C)OC(=O)N1CC2(C1)C1=C(CN2C)SC(=C1C#N)N.COCC1=CC=NC=C1